tert-butyl 5-[6-fluoro-5-[[4-methyl-6-(methylamino)pyrimidin-2-yl]amino]-2,3-dihydrobenzofuran-7-yl]-2-methyl-2,3,4,7-tetrahydroazepine-1-carboxylate FC1=C(C2=C(CCO2)C=C1NC1=NC(=CC(=N1)C)NC)C=1CCC(N(CC1)C(=O)OC(C)(C)C)C